NC1=C(C(N(C2=CC(=CC=C12)C(F)(F)F)C1=CC=C(C=C1)C#C)=O)C(=O)OC methyl 4-amino-1-(4-ethynylphenyl)-2-oxo-7-(trifluoromethyl)-1,2-dihydroquinoline-3-carboxylate